BrC=1C=NC(=C(C(=O)NC2=CC=C(C=C2)F)C1)C(F)(F)F 5-bromo-N-(4-fluorophenyl)-2-(trifluoromethyl)nicotinamide